2-(pyridin-2-yl)-6-(3-(trifluoromethyl)benzyl)-4,5,6,7-tetrahydro-2H-pyrazolo[3,4-c]pyridin-3-ol N1=C(C=CC=C1)N1N=C2CN(CCC2=C1O)CC1=CC(=CC=C1)C(F)(F)F